N-(2-Chloropyrimidin-4-yl)-3-(4-isopropylphenyl)isoxazol-5-amine ClC1=NC=CC(=N1)NC1=CC(=NO1)C1=CC=C(C=C1)C(C)C